(R)-N-((2,3-dihydrobenzofuran-7-yl)methyl)-2-(9-(pyridin-2-yl)-6-oxaspiro[4.5]decan-9-yl)ethanamine O1CCC2=C1C(=CC=C2)CNCC[C@]2(CCOC1(CCCC1)C2)C2=NC=CC=C2